NC1=CC=C(C=C1)N1CCC(CC1)CNCCOC1=CC=C(C=C1)C1CNCCC1 3-(4-(2-(((1-(4-aminophenyl)piperidin-4-yl)methyl)amino)ethoxy)phenyl)piperidine